NC=1C(=NC(=C(N1)C=1OC=CN1)C1=CN(C(C=C1)=O)C)C(=O)NCC1=NC(=CC=C1F)N 3-amino-N-((6-amino-3-fluoropyridin-2-yl)methyl)-6-(1-methyl-6-oxo-1,6-dihydropyridin-3-yl)-5-(oxazol-2-yl)pyrazine-2-carboxamide